C(C)(C)(C)OC(C(CC1=CC(=CC=C1)F)N(C(CCl)=O)CC(=O)NC1=C(C=CC(=C1)Cl)N1N=NC(=C1)Cl)=O 2-(2-Chloro-N-(2-((5-chloro-2-(4-chloro-1H-1,2,3-triazol-1-yl)phenyl)amino)-2-oxoethyl)acetamido)-3-(3-fluorophenyl)propanoic acid tert-butyl ester